(4-methylcyclohexyl)-1-[1-(oxan-2-yl)pyrazole-3-carbonyl]piperidine-4-carboxamide CC1CCC(CC1)C1N(CCC(C1)C(=O)N)C(=O)C1=NN(C=C1)C1OCCCC1